SCCSC1=C(C(=C(C=C1)SCCS)SCCS)SCCS 1,2,3,4-tetra(2-mercaptoethylthio)benzene